(2r,6r)-4-(7-cyanopyrazolo[1,5-a]pyridin-4-yl)-6-methyl-N-(4-fluoropyrrolidin-3-yl)morpholine-2-carboxamide C(#N)C1=CC=C(C=2N1N=CC2)N2C[C@@H](O[C@@H](C2)C)C(=O)NC2CNCC2F